methyl (R)-4-(3-(4-amino-(4-phenoxyphenyl)-1H-pyrazolo[3,4-d]pyrimidin-1-yl) piperidin-1-carbonyl)benzoate NC1=C2C(=NC=N1)N(N=C2C2=CC=C(C=C2)OC2=CC=CC=C2)[C@H]2CN(CCC2)C(=O)C2=CC=C(C(=O)OC)C=C2